CO[Si](CCC(CCCCCCCCC1=NNC(=N1)N)C1=NNC(=N1)N)(OC)OC 1-[2-(Trimethoxysilyl)ethyl]-3,3'-nonamethylenebis(5-amino-1,2,4-triazole)